BrCC1=CC=C(C=C1)S(=O)(=O)N(CC)CC 4-(bromomethyl)-N,N-diethylbenzenesulfonamide